N-(4-(2-((2-(trifluoromethyl)quinazolin-4-yl)amino)ethyl)phenyl)methanesulfonamide FC(C1=NC2=CC=CC=C2C(=N1)NCCC1=CC=C(C=C1)NS(=O)(=O)C)(F)F